5-(4-((3-ethyl-2,4-dioxo-1,2,3,4-tetrahydroquinazolin-7-yl)methyl)piperazin-1-yl)-3-fluoro-N-methylpicolinamide C(C)N1C(NC2=CC(=CC=C2C1=O)CN1CCN(CC1)C=1C=C(C(=NC1)C(=O)NC)F)=O